hydroxyethyl-1,4-diaminobenzene OCCC1=C(C=CC(=C1)N)N